tert-butyl (S)-4-(7-chloro-1-(2-isopropyl-6-methylphenyl)-6-methyl-2-oxo-1,2-dihydropyrido[2,3-d]pyrimidin-4-yl)-3-methylpiperazine-1-carboxylate ClC=1C(=CC2=C(N(C(N=C2N2[C@H](CN(CC2)C(=O)OC(C)(C)C)C)=O)C2=C(C=CC=C2C)C(C)C)N1)C